COC(C1=C(C(=CC=C1)Cl)Cl)=O.CC=1N=C2N(C=C(C=C2)C=O)C1 (2-methylimidazo[1,2-a]pyridin-6-yl)methanone methyl-2,3-dichlorobenzoate